C(N)(=O)C1=CC=C(CNC(OC(C)(C)C)=O)C=C1 tert-butyl (4-carbamoylbenzyl)carbamate